creatine ethyl-malate C(C)C(C(=O)O)(O)CC(=O)O.O=C(O)CN(C)C(N)=N